FC(OC1=CC=C2CNC(C2=C1)=O)(F)F 6-(trifluoromethoxy)isoindolin-1-one